3-({[(1R)-6-[(cyclopropylmethyl)(methyl)amino]-1,2,3,4-tetrahydronaphthalen-1-yl]methyl}amino)pyridine-4-carboxylic acid C1(CC1)CN(C=1C=C2CCC[C@H](C2=CC1)CNC=1C=NC=CC1C(=O)O)C